3-[[4-[(1R)-1-[5-[2-chloro-4-(trifluoromethyl)phenyl]-4-methoxy-indazol-2-yl]-3-methyl-butyl]benzoyl]amino]propionic acid ClC1=C(C=CC(=C1)C(F)(F)F)C1=C(C2=CN(N=C2C=C1)[C@H](CC(C)C)C1=CC=C(C(=O)NCCC(=O)O)C=C1)OC